3-(oxetan-3-yl)-1H-pyrazole-1-carboxylate O1CC(C1)C1=NN(C=C1)C(=O)[O-]